3-(3-chlorophenoxy)propionic acid ClC=1C=C(OCCC(=O)O)C=CC1